BrC1=CC(=NC(=C1)C1=CC2=CC=CC=C2C=C1)C1=CC2=CC=CC=C2C=C1 4-bromo-2,6-bis(2-naphthyl)pyridine